O=C1NC(CCC1N1C(C2=CC=C(C=C2C1=O)NCCOCCOCCC(=O)O)=O)=O 3-(2-(2-((2-(2,6-dioxopiperidin-3-yl)-1,3-dioxoisoindolin-5-yl)amino)ethoxy)ethoxy)propanoic acid